3-(Trifluoromethoxy)-5-(trifluoromethylsulfanyl)benzoic acid FC(OC=1C=C(C(=O)O)C=C(C1)SC(F)(F)F)(F)F